N1C=NC2=C1C=CC(=C2)N2C(CC2)=O 1-(1H-benzo[d]imidazol-5-yl)azetidin-2-one